[Li+].[Li+].OCP(=O)C(CCC(=O)[O-])=O.OCP(=O)C(CCC(=O)[O-])=O 4-(hydroxymethylphosphinyl)-4-oxobutanoic acid-dilithium salt